N1-([1,2,4]triazolo[4,3-a]quinazolin-5-yl)-N1-methylbenzene-1,3-diamine C1=NN=C2N1C1=CC=CC=C1C(=N2)N(C2=CC(=CC=C2)N)C